NC1=NC=CC(=C1)CNC=1[C@H]2[C@@H](N(C(C1C(NC1=CC=CC=C1)=S)=O)CC1=C(C=C(C=C1)OC)OC)CCC2 |r| rac-(4aR*,7aS*)-4-{[(2-aminopyridin-4-yl)methyl]amino}-1-[(2,4-dimethoxyphenyl)methyl]-2-oxo-N-phenyl-2,4a,5,6,7,7a-hexahydro-1H-cyclopenta[b]pyridine-3-carbothioamide